5-amino-1-tert-butyl-pyrazole-4-carbonitrile NC1=C(C=NN1C(C)(C)C)C#N